Piperidine-4-sulfonamide monopotassium salt [K+].N1CCC(CC1)S(=O)(=O)[NH-]